(R)-N-(4-(4-amino-(4-phenoxyphenyl)-1H-pyrazolo[3,4-d]pyrimidin-1-yl)cyclohexyl)-2-(methylamino)-butyramide hydrochloride Cl.NC1=C2C(=NC=N1)N(N=C2C2=CC=C(C=C2)OC2=CC=CC=C2)C2CCC(CC2)NC([C@@H](CC)NC)=O